2-(2-pyrrolidinyl)pyrazine hydroiodide I.N1C(CCC1)C1=NC=CN=C1